BrC1=CC=C2C(=NN=C(C2=C1)O)C1CC1 7-bromo-4-cyclopropylphthalazin-1-ol